(R)-3-[5-(1,2-dithiolan-3-yl)pentan-1-yloxy]pyridazine S1S[C@@H](CC1)CCCCCOC=1N=NC=CC1